4-[(2R)-3-(3,4-dihydro-1H-isoquinolin-2-yl)-2-hydroxy-propyl]-8-[(1-ethyl-3-fluoro-4-piperidinyl)oxy]-1-methyl-2,3-dihydro-1,4-benzodiazepine-5-one C1N(CCC2=CC=CC=C12)C[C@H](CN1CCN(C2=C(C1=O)C=CC(=C2)OC2C(CN(CC2)CC)F)C)O